((4,4-dimethylpiperidin-1-yl)methyl)-6-phenylpyridine CC1(CCN(CC1)CC1=NC(=CC=C1)C1=CC=CC=C1)C